C(C1=CC=CC=C1)C=1C(N=C2N(N1)C(\C(\S2)=C/C2=CC=C(C=C2)F)=O)=O (E)-6-benzyl-2-(4-fluorobenzylidene)-2H-thiazolo[3,2-b]-1,2,4-triazine-3,7-dione